ClC1=NC(=NC=C1)C(CN)(C)C 2-(4-chloropyrimidin-2-yl)-2-methylpropylamine